C(\C=C\C(=O)O)(=O)O.ClC=1C=CC2=C(N(C3=C(CC2)C=CC=C3)CCCNC/C=C/C(=O)OCC)C1 ethyl (E)-4-[3-(3-chloro-10,11-dihydro-5H-dibenzo[b,f]azepin-5-yl)propylamino]but-2-enoate fumarate